5-chloromethyl-2-trifluoromethyl-1,3,4-oxadiazole ClCC1=NN=C(O1)C(F)(F)F